COC1=C(C2=CC(=CC=C2C=C1)C1=CC=C2C=NN(C2=C1)C)NCC(C#N)=C 2-({[2-methoxy-7-(1-methyl-1H-indazol-6-yl)naphthalen-1-yl]amino}methyl)prop-2-enenitrile